CC1=NC(=C(C(=O)[O-])C=C1)C=C 6-methyl-2-vinylnicotinate